ClC1=NC=CC(=C1)N1C(CCCC1)=O 1-(2-chloropyridin-4-yl)tetrahydropyridin-2-one